[OH-].CC=1NC2=C([N+]1C)C=CC=C2 dimethylbenzimidazolium hydroxide